COC1=C(CNC2=NC=CC3=C(C=CC=C23)NCC23OCCC(C2)(C3)COC3=CC(N(C(=C3)C)C)=O)C=CC(=C1)OC 4-((1-(((1-((2,4-Dimethoxybenzyl)amino)isoquinolin-5-yl)amino)methyl)-2-oxabicyclo[3.1.1]heptan-5-yl)methoxy)-1,6-dimethylpyridin-2(1H)-one